CC1=[N+](C2=CC=CC=C2C(=C1)N)CCCCCCCCCC[N+]3=C(C=C(C4=CC=CC=C43)N)C.[Cl-].[Cl-] The molecule is an organic chloride salt that is the dichloride salt of dequalinium. It has a role as an antiseptic drug, a mitochondrial NADH:ubiquinone reductase inhibitor, an antifungal agent and an antineoplastic agent. It contains a dequalinium.